Tricyclo[3.2.2.02,6]nonan C12C3CCC(C3C1)CC2